[1-(3-chloro-2-fluorophenyl)-2-methyl-propyl]-N'-(2,2-difluoroethyl)ethane-1,2-diamine ClC=1C(=C(C=CC1)C(C(C)C)C(CNCC(F)F)N)F